CSC1=C2C=C(NC2=CC=C1)C(=O)O 4-(methylthio)-1H-indole-2-carboxylic acid